(R)-3-(2-(2-(2-aminoethyl)-2H-tetrazol-5-yl)acetamido)-2-hydroxy-3,4-dihydro-2H-benzo[e][1,2]oxaborinine-8-carboxylic acid NCCN1N=C(N=N1)CC(=O)N[C@@H]1B(OC2=C(C1)C=CC=C2C(=O)O)O